N1(CCCCC1)CCCOC1=NN2C(C=CC=C2)=C1 2-[3-(piperidin-1-yl)propoxy]pyrazolo[1,5-a]pyridin